ClC1=C(OC2=C3C(=NN(C3=C(C=C2NC(C2=CC(=CC(=C2)C(F)(F)F)F)=O)\C=C\C2=NC=CC=C2)C)N2C(C3=CC=CC=C3C2=O)=O)C=C(C=C1)F N-[4-(2-chloro-5-fluorophenoxy)-3-(1,3-dioxoisoindol-2-yl)-1-methyl-7-[(E)-2-(pyridin-2-yl)ethenyl]indazol-5-yl]-3-fluoro-5-(trifluoromethyl)benzamide